C(CCCCC)OC(CCC)=O HEXYLBUTYRAT